O1CCCCC12CCCCC2 1-oxaspiro[5.5]undecane